3-((2R,5S,6R)-5-hydroxy-6-(hydroxymethyl)tetrahydro-2H-pyran-2-yl)pyrimidine-2,4(1H,3H)-dione O[C@H]1CC[C@@H](O[C@@H]1CO)N1C(NC=CC1=O)=O